ClC1=CC2=C(C=N1)C=C(N2)C=O 6-chloro-1H-pyrrolo[3,2-c]pyridine-2-carbaldehyde